trans-4-(benzimidazol-1-ylmethyl)cyclohexanecarboxylate N1(C=NC2=C1C=CC=C2)C[C@@H]2CC[C@H](CC2)C(=O)[O-]